2-(5-chloro-6-((2-(4-fluorobenzyl)-1-oxo-1,2,3,4-tetrahydroisoquinolin-6-yl)oxy)pyridin-3-yl)-1,2,4-triazine-3,5(2H,4H)-dione ClC=1C=C(C=NC1OC=1C=C2CCN(C(C2=CC1)=O)CC1=CC=C(C=C1)F)N1N=CC(NC1=O)=O